ClC=1C(=NC=C(C1)F)C(=O)NC1(CCN(CC1)C1=NC=C(C=C1)C=1C=2N(C=C(C1)OCCN(C)C)N=CC2C#N)C 3-chloro-N-(1-(5-(3-cyano-6-(2-(dimethylamino)ethoxy)pyrazolo[1,5-a]pyridin-4-yl)pyridin-2-yl)-4-methylpiperidin-4-yl)-5-fluoropicolinamide